COCN1C(=NC(=C1)C(F)(F)F)C1=CC=C(C=C1)CN (4-(1-(methoxymethyl)-4-(trifluoromethyl)-1H-imidazol-2-yl)phenyl)methylamine